tert-butyl (2R,4R)-4-((6-((1-(tert-butyl)-5-methyl-1H-pyrazol-3-yl)amino)-5-fluoro-4-methylpyridin-2-yl)methyl)-1-(3-chloro-2-fluorobenzyl)-2-methylpiperidine-4-carboxylate C(C)(C)(C)N1N=C(C=C1C)NC1=C(C(=CC(=N1)C[C@@]1(C[C@H](N(CC1)CC1=C(C(=CC=C1)Cl)F)C)C(=O)OC(C)(C)C)C)F